FC1=CNC=2N=CN=CC21 5-fluoro-7H-pyrrolo[2,3-d]pyrimidine